The molecule is a phosphatidylcholine 38:0 in which the acyl groups specified at positions 1 and 2 are tetradecanoyl and tetracosanoyl respectively. It is a phosphatidylcholine 38:0 and a tetradecanoate ester. It derives from a tetracosanoic acid. CCCCCCCCCCCCCCCCCCCCCCCC(=O)O[C@H](COC(=O)CCCCCCCCCCCCC)COP(=O)([O-])OCC[N+](C)(C)C